CC1(CCN(CC1)C1=NC=2C(=NC=C(N2)SC2=C(C=CC=C2)C=C(C)C)N1)N 4-methyl-1-(5-((2-(2-methylprop-1-en-1-yl)phenyl)thio)-1H-imidazo[4,5-b]pyrazin-2-yl)piperidin-4-amine